3-(trimethoxysilyl)propyl-N,N,N-trimethyl-ammonium chloride [Cl-].CO[Si](CCC[N+](C)(C)C)(OC)OC